1-(6-(4-(5-Chloro-6-methyl-1H-indazol-4-yl)-3-(2-fluoro-4-(2-methoxyethoxy)phenyl)-5-methyl-1H-pyrazol-1-yl)-2-azaspiro[3.3]heptan-2-yl)prop-2-en-1-on ClC=1C(=C2C=NNC2=CC1C)C=1C(=NN(C1C)C1CC2(CN(C2)C(C=C)=O)C1)C1=C(C=C(C=C1)OCCOC)F